4-(tert-butylamino)-2-((1S,3R)-3-hydroxycycloheptylamino)pyrimidine-5-carboxamide C(C)(C)(C)NC1=NC(=NC=C1C(=O)N)N[C@@H]1C[C@@H](CCCC1)O